2-chloro-7-(3,3-difluoro-4-hydroxypiperidin-1-yl)-5-isopropyl-5H-pyrrolo[3,2-d]pyrimidine ClC=1N=CC2=C(N1)C(=CN2C(C)C)N2CC(C(CC2)O)(F)F